O=C1N(N2C(CCCC2)=C1C(=O)N)C1=CC=CC=C1 2-oxo-1-phenyl-1,2,4,5,6,7-hexahydropyrazolo[1,5-a]Pyridine-3-carboxamide